ClC=1C=C(C=CC1)[C@@H](CO)N1C(C=C(C=C1)C=1C(=C2C(=NNC2=CC1)C1=CC(=NC=C1)C)F)=O (S)-1-(1-(3-chlorophenyl)-2-hydroxyethyl)-4-(4-fluoro-3-(2-methyl-pyridin-4-yl)-1H-indazol-5-yl)pyridin-2(1H)-one